4-[2-methyl-2-[3-(triazol-1-ylmethyl)cyclobutyl]propionyl]-3,5-dihydro-2H-pyrido[3,4-f][1,4]oxazepine-9-Carbonitrile CC(C(=O)N1CCOC2=C(C1)C=NC=C2C#N)(C)C2CC(C2)CN2N=NC=C2